(R)-N-(3-Methylbutan-2-Yl)-2-(3-(3-(Pentan-3-Ylcarbamoyl)-1H-Pyrazol-5-yl)Phenyl)Oxazole-5-Carboxamide CC([C@@H](C)NC(=O)C1=CN=C(O1)C1=CC(=CC=C1)C1=CC(=NN1)C(NC(CC)CC)=O)C